The molecule is an amino pentasaccharide that is 2-acetamido-2-deoxy-6-O-sulfo-D-glucitol which has been glycosylated at positions 3 and 4 by 6-deoxy-alpha-L-galactopyranosyl and 6-O-sulfo-beta-D-galactopyranosyl-(1->4)-2-acetamido-2-deoxy-6-O-sulfo-beta-D-glucopyranosyl-(1->3)-beta-D-galactopyranosyl groups, respectively. It is an oligosaccharide sulfate, an amino pentasaccharide and a member of acetamides. C[C@H]1[C@H]([C@H]([C@@H]([C@@H](O1)O[C@H]([C@H](CO)NC(=O)C)[C@@H]([C@@H](COS(=O)(=O)O)O)O[C@H]2[C@@H]([C@H]([C@H]([C@H](O2)CO)O)O[C@H]3[C@@H]([C@H]([C@@H]([C@H](O3)COS(=O)(=O)O)O[C@H]4[C@@H]([C@H]([C@H]([C@H](O4)COS(=O)(=O)O)O)O)O)O)NC(=O)C)O)O)O)O